(R)-2-((tert-butoxycarbonyl)amino)-3-((2,5-dioxopyrrolidin-1-yl)oxy)-3-oxopropane-1-sulfonic acid C(C)(C)(C)OC(=O)N[C@@H](CS(=O)(=O)O)C(=O)ON1C(CCC1=O)=O